S1C=NC2=C1C=CC(=C2)CNC(=O)[C@@H]2CN(CCC2)C=2C=1C(N=CN2)=NN(C1)C1=CC=C(C=C1)C(F)(F)F (S)-N-(benzo[d]thiazol-5-ylmethyl)-1-(2-(4-(trifluoromethyl)phenyl)-2H-pyrazolo[3,4-d]pyrimidin-4-yl)piperidine-3-carboxamide